2-((3S,5S)-1-(4-methoxybenzyl)-5-(4-(trifluoromethyl)phenyl)piperidin-3-yl)acetic acid methyl ester COC(C[C@H]1CN(C[C@@H](C1)C1=CC=C(C=C1)C(F)(F)F)CC1=CC=C(C=C1)OC)=O